C(CCCCCCCCC)(=O)[O-].[Ca+2].C(CCCCCCCCC)(=O)[O-] Calcium caprinat